tert-butyl (S)-(2-((tert-butyldimethylsilyl)oxy)-3-hydroxypropyl)carbamate [Si](C)(C)(C(C)(C)C)O[C@@H](CNC(OC(C)(C)C)=O)CO